tert-butyl-4-chloro-5-((4-(1-(2-hydroxyethoxy)ethyl)benzyl)oxy)pyridazin-3(2H)-one C(C)(C)(C)N1N=CC(=C(C1=O)Cl)OCC1=CC=C(C=C1)C(C)OCCO